C(C)(C)(C)OC(N(C1=CC=CC=C1)C#CC1=CCCCC1)=O N-(1-cyclohexenyl)ethynyl-N-phenyl-carbamic acid tert-butyl ester